BrC1=CC=C(C=C1)S(=O)(=O)N(C)CC(=O)OC methyl 2-(4-bromo-N-methylphenylsulfonamido)-acetate